BrC1=C(C(=CC(=C1O)Br)/C=N/C1=C(C=C(C=C1)C=1OC2=C(N1)C(=CC=C2)C)OC)O (E)-2,4-dibromo-6-(((2-methoxy-4-(4-methylbenzo[d]oxazol-2-yl)phenyl)imino)methyl)benzene-1,3-diol